methyl (2S)-2-((S)-2-((((3-chlorobenzyl)oxy)carbonyl)amino)-3-cyclohexylpropanamido)-3-(2-oxo-8-oxa-1-azaspiro[4.5]decan-3-yl)propanoate ClC=1C=C(COC(=O)N[C@H](C(=O)N[C@H](C(=O)OC)CC2C(NC3(C2)CCOCC3)=O)CC3CCCCC3)C=CC1